5-[(S)-1-(2-fluoro-6-methyl-phenyl)-3-methyl-pyrrolidin-3-yl]-2-methyl-7-(2-trifluoromethyl-benzyl)-2,4,5,7-tetrahydro-pyrazolo[3,4-d]pyrimidin-6-one FC1=C(C(=CC=C1)C)N1C[C@@](CC1)(C)N1C(N(C=2C(C1)=CN(N2)C)CC2=C(C=CC=C2)C(F)(F)F)=O